C1(CC1)C=1C(=CC=2N(N1)C(=CN2)C2=CC=C(C(=N2)N[C@H]2CN(CCC2)C(=O)OC(C)(C)C)C2COC2)OC tert-butyl (3R)-3-[[6-(6-cyclopropyl-7-methoxy-imidazo[1,2-b]pyridazin-3-yl)-3-(oxetan-3-yl)-2-pyridyl]amino]piperidine-1-carboxylate